ClC1=CC(=C(OCC2=CC=CC(=N2)OC2CCN(CC2)C2=NC3=C(N2CC2OCC2)C=CC=C3F)C=C1)F 2-((4-((6-((4-chloro-2-fluorophenoxy)methyl)pyridin-2-yl)oxy)piperidin-1-yl))-4-fluoro-1-(oxetan-2-yl-methyl)-1H-benzo[d]imidazole